methyl (S)-4-(3-((tert-butoxycarbonyl)amino)-3-methylpyrrolidin-1-yl)-5-formylnicotinate C(C)(C)(C)OC(=O)N[C@@]1(CN(CC1)C1=C(C=NC=C1C(=O)OC)C=O)C